N1CCC2(CC1)CC1=CC=CC(N1C2)=O spiro[indolizine-2,4'-piperidin]-5(1H)-one